BrC1=CN(C=2C1=NC=C(C2)C(=O)OC)C2=NC=C(C=N2)F methyl 3-bromo-1-(5-fluoropyrimidin-2-yl)-1H-pyrrolo[3,2-b]pyridine-6-carboxylate